2-((4-(3-(4-chloro-2-fluorophenyl)-3-methyl-2-carbonyl-2,3-dihydrobenzo[b][1,4]dioxin-5-yl)piperidine-1-yl)methyl)-1-(((S)-oxetan-2-yl)methyl)-1H-benzo[d]imidazole-6-carboxylic acid ClC1=CC(=C(C=C1)C1(OC2=C(OC1=C=O)C=CC=C2C2CCN(CC2)CC2=NC1=C(N2C[C@H]2OCC2)C=C(C=C1)C(=O)O)C)F